Cl.Cl.N[C@@H]1C(N(C2=C(OC1)C=NC=C2)C)=O (S)-3-amino-1-methyl-3,4-dihydropyrido[3,4-b][1,4]oxazepin-2(1H)-one dihydrochloride